ClC(=C1C2CCC1C1=C(C=CC=C21)NC(=O)C=2C(=NNC2)C(F)F)Cl N-[9-(dichloromethylene)-1,2,3,4-tetrahydro-1,4-methanonaphthalene-5-yl]-3-(difluoromethyl)-1H-pyrazole-4-carboxamide